N-(3,5-difluorophenyl)benzo[d]isothiazol-3-amine FC=1C=C(C=C(C1)F)NC1=NSC2=C1C=CC=C2